5-(tert-butyl)-3-chloropyrazolo[1,5-a]pyrimidin-7(4H)-one C(C)(C)(C)C=1NC=2N(C(C1)=O)N=CC2Cl